[Na+].N1(CCN(CC1)CCS(=O)(=O)O)CCS(=O)(=O)[O-] piperazine-1,4-diethanesulfonic acid monosodium salt